FC(OC1=CC(=CC2=C1N=CS2)C(=O)OC)(F)F methyl 4-(trifluoromethoxy)-1,3-benzothiazole-6-carboxylate